CC1NC(=C(C1C1=CC=CC=C1)N=NC1=CC=C(C=C1)OCC)C1=CC=CC=C1 2-methyl-3-phenyl-4-(p-ethoxyphenyl-diazenyl)-5-phenyl-2,3-dihydropyrrole